3-[5-[4-[2-[1-[[2-[2-(Cyclohexylmethoxy)-4,6-dihydroxy-3-methyl-benzoyl]isoindolin-5-yl]methyl]-4-piperidyl]acetyl]piperazin-1-yl]-1-oxo-isoindolin-2-yl]piperidine-2,6-dione C1(CCCCC1)COC1=C(C(=O)N2CC3=CC=C(C=C3C2)CN2CCC(CC2)CC(=O)N2CCN(CC2)C=2C=C3CN(C(C3=CC2)=O)C2C(NC(CC2)=O)=O)C(=CC(=C1C)O)O